2-(methylthio)-5,6,7,9-tetrahydro-8H-6,9-methanopyrimido[4,5-c]azepine-8-carboxylate CSC=1N=CC2=C(C3N(CC(C2)C3)C(=O)[O-])N1